C1(CC1)N1C=NC2=C1C=C(C(=C2)[N+](=O)[O-])C2=CC(=NC=C2)C 1-cyclopropyl-6-(2-methyl-4-pyridinyl)-5-nitro-benzimidazole